O1COCC2=C1C=CC=C2C=CC=CC(=O)N2N=C(C=C2C(F)(F)F)C 5-(benzo[d][1,3]dioxan-5-yl)-1-(3-methyl-5-(trifluoromethyl)-pyrazol-1-yl)pent-2,4-dien-1-one